2-methyl-hexahydroimidazo[1,5-a]pyrazin-3-one hydrochloride Cl.CN1C(N2C(CNCC2)C1)=O